OC(=O)C(F)(F)F.NCNS(N)(=O)=O amino-(sulfamoylamino)methane TFA salt